(2-(sulfamoylamino)ethyl)-3-phenylazetidin-1-yl-6,7-dimethoxyquinazoline S(N)(=O)(=O)NCCC1=NC(=NC2=CC(=C(C=C12)OC)OC)N1CC(C1)C1=CC=CC=C1